ethyl 2-[(2,6-difluorobenzyl) isobutoxycarbonylamino]-4-dimethylaminomethyl-5-(4-bromophenyl)-thiophene-3-carboxylate FC1=C(CN(C=2SC(=C(C2C(=O)OCC)CN(C)C)C2=CC=C(C=C2)Br)C(=O)OCC(C)C)C(=CC=C1)F